COC(=O)C1=CC=C(C=C1)[C@@H]1[C@@H](C1)C(=O)O (1R,2S)-2-(4-(methoxycarbonyl)phenyl)cyclopropane-1-carboxylic acid